C(CCCCCCC)N(CCO)CCO N-n-octyl-diethanolamine